1-[3-[2-[[1-(2-bromoacetyl)-4-piperidyl]amino]-5-fluoro-pyrimidin-4-yl]phenyl]pyridin-2-one BrCC(=O)N1CCC(CC1)NC1=NC=C(C(=N1)C=1C=C(C=CC1)N1C(C=CC=C1)=O)F